O.S(=O)(=O)(O)O Monosulfate monohydrate